ClC1=NC(=NC=C1C(F)(F)F)N[C@@H]1[C@@H](CN(CC1)C(=O)OC(C)(C)C)C Tert-butyl (3R,4S)-4-((4-chloro-5-(trifluoromethyl)pyrimidin-2-yl)amino)-3-methyl-piperidine-1-carboxylate